tert-butyl 4-((2S,5S)-9-cyano-2,3,4,5-tetrahydro-2,5-methanopyrido[3,4-f][1,4]oxazepine-4-carbonyl)-4-fluoropiperidine-1-carboxylate C(#N)C1=CN=CC=2[C@H]3N(C[C@@H](OC21)C3)C(=O)C3(CCN(CC3)C(=O)OC(C)(C)C)F